BrC1=CC=C(C=C1)NS(=O)(=O)C=1C=C(C(=O)N2CCN(CC2)C(=O)OCC)C=CC1 ethyl 4-(3-(N-(4-bromophenyl)sulfamoyl)benzoyl)piperazine-1-carboxylate